ClC1=C(C(=C(C=C1)N1CCC(CC1)C1=CC(=C(C=C1F)N1C(C2=CC=CC=C2C1=O)=O)OC)F)C 2-(4-(1-(4-Chloro-2-fluoro-3-methylphenyl)piperidin-4-yl)-5-fluoro-2-methoxyphenyl)isoindoline-1,3-dione